(1S,3R)-1-(5-(azetidin-3-yloxy)thiophen-2-yl)-2-(2,2-difluoroethyl)-3-methyl-2,3,4,9-tetrahydro-1H-pyrido[3,4-b]indole N1CC(C1)OC1=CC=C(S1)[C@H]1N([C@@H](CC2=C1NC1=CC=CC=C21)C)CC(F)F